(4-(4-((3-(1-allyl-3-(difluoromethyl)-1H-pyrazol-4-yl)imidazo[1,2-a]pyrazin-8-yl)amino)-2-ethylbenzoyl)piperazin-1-yl)((2S,4R)-4-hydroxypyrrolidin-2-yl)methanone C(C=C)N1N=C(C(=C1)C1=CN=C2N1C=CN=C2NC2=CC(=C(C(=O)N1CCN(CC1)C(=O)[C@H]1NC[C@@H](C1)O)C=C2)CC)C(F)F